(S)-5-(1-(2H-1,2,3-triazol-2-yl)ethyl)benzene-1,3-diol N=1N(N=CC1)[C@@H](C)C=1C=C(C=C(C1)O)O